CC=1NC2=CC=CC=C2C1C=1C=CNC1 4-(2-methyl-1H-indol-3-yl)Azole